7-(hydroxymethyl)-3-methyl-5-(pyridin-3-yl)quinoxalin-2(1H)-one OCC1=CC(=C2N=C(C(NC2=C1)=O)C)C=1C=NC=CC1